(2R,3S)-3-amino-2-methyl-2,3-dihydropyrido[3,2-b][1,4]oxazepine-4(5H)-one hydrochloride Cl.N[C@@H]1C(NC2=C(O[C@@H]1C)C=CC=N2)=O